CC=1C(=C(C=CC1)C1=NC2=CC=CC=C2C=C1)C (dimethylphenyl)quinoline